4-nitrophenyl 4-[(R)-[4,5-dichloro-2-(prop-2-en-1-yloxy)phenyl]([[(S)-2-methylpropane-2-sulfinyl]amino])methyl]piperidine-1-carboxylate ClC1=CC(=C(C=C1Cl)[C@@H](C1CCN(CC1)C(=O)OC1=CC=C(C=C1)[N+](=O)[O-])N[S@@](=O)C(C)(C)C)OCC=C